3,4,7,8,12,13-hexachloropentadecane ClC(CC)C(CCC(C(CCCC(C(CC)Cl)Cl)Cl)Cl)Cl